1-(2-(6,7-Dichloro-10-(1H-pyrazol-4-yl)-3,4-dihydropyrazino[1,2-a]indol-2(1H)-yl)-2-oxoethyl)-3-methylimidazolidine-2,4-dione ClC1=C(C=CC=2C(=C3N(C12)CCN(C3)C(CN3C(N(C(C3)=O)C)=O)=O)C=3C=NNC3)Cl